C(C)(C)N1C(=NN=C1)C1=CC=CC(=N1)NC(=O)C=1C=CC2=C(N(C=N2)CC(C2=CC=CC=C2)=O)C1 N-(6-(4-isopropyl-4H-1,2,4-triazol-3-yl)pyridin-2-yl)-1-(2-oxo-2-phenylethyl)-1H-benzo[d]imidazole-6-carboxamide